C1(=CC=CC=C1)S(=O)(=O)N1C=C(C=2C1=NC=C(C2)Br)I 1-(benzenesulfonyl)-5-bromo-3-iodopyrrolo[2,3-b]pyridine